Cl.N1CCC(CC1)C=1C=C2C=C(C=NC2=CC1)N1C(NC(C=C1)=O)=O 1-(6-(Piperidin-4-yl)quinolin-3-yl)pyrimidine-2,4(1H,3H)-dione hydrochloride Salt